((S)-1-Cyclopropylethyl)-7-(methylsulfinyl)-5-(4,4,5,5-tetramethyl-1,3,2-dioxaborolan-2-yl)isoindolin-1-one C1(CC1)[C@H](C)N1C(C2=C(C=C(C=C2C1)B1OC(C(O1)(C)C)(C)C)S(=O)C)=O